C(C)(=O)OC(CCCCCCCCCCCCC)=O 1-myristoyl acetate